BrC1=CC(=C(C=C1)S(=O)(=O)C1=CN(C2=CC=CC(=C12)OC)C)C 3-(4-Bromo-2-methyl-phenyl)sulfonyl-4-methoxy-1-methyl-indole